1-(1-phenylvinyl)-1H-benzo[d][1,2,3]triazole C1(=CC=CC=C1)C(=C)N1N=NC2=C1C=CC=C2